COC(=O)C1CC(C1)OCC(=O)OC(C)(C)C 3-(2-(tert-butoxy)-2-oxoethoxy)cyclobutanecarboxylic acid methyl ester